4-[4-[bis(4-fluorophenyl)methyl]-1-piperazinyl]-3-[[(phenylamino)carbonyl]amino]-benzamide FC1=CC=C(C=C1)C(N1CCN(CC1)C1=C(C=C(C(=O)N)C=C1)NC(=O)NC1=CC=CC=C1)C1=CC=C(C=C1)F